C(C(=C)C)(=O)OCCOCCOCCOCC triethylene glycol monoethyl ether monomethacrylate